FC1=NNC2=CC=C(C=C12)C#CC1=NC(=NC=C1)C1=NC(=NC=C1)N1CC2=CC=C(C=C2C1)C(F)F 3-fluoro-5-((2'-(5-(difluoromethyl)isoindolin-2-yl)-[2,4'-bipyrimidin]-4-yl)ethynyl)-1H-indazole